7-(4-fluorobenzyl)-2,3-dihydro-1H-pyrido[2,3-b][1,4]oxazine FC1=CC=C(CC2=CC3=C(OCCN3)N=C2)C=C1